C(C)(C)(C)N mono-tertiary butylamine